CN1CCC2(CC(C2)C(=O)NC=2N=CC3=CC=C(C=C3C2)C=2SC(=NN2)C)CC1 7-methyl-N-(6-(5-methyl-1,3,4-thiadiazol-2-yl)isoquinolin-3-yl)-7-azaspiro[3.5]nonane-2-carboxamide